COCC1=NC(=CC(=N1)C1=NC2=CC=CC=C2C(N1)=O)C [2-(methoxymethyl)-6-methylpyrimidin-4-yl]-4-oxo-3,4-dihydroquinazolin